C[C@@H]1O[C@@H](CN(C1)C(=O)C1(CC1)C1=CC=C(C=C1)C1=CC2=NC=CC(=C2O1)C1=CC(=NC=C1)C(C)(C)O)C ((2S,6R)-2,6-dimethylmorpholino)(1-(4-(7-(2-(2-hydroxypropan-2-yl)pyridin-4-yl)furo[3,2-b]pyridin-2-yl)phenyl)cyclopropyl)methanone